C1(=CC=C(C=C1)C(=O)OCCC(CC)OC(=O)C1=CC=C(C=C1)C)C 1,3-pentanediol di(p-toluate)